6-(2-hydroxybenzylamino)purinium OC1=C(CNC2=C3NC=NC3=NC=[NH+]2)C=CC=C1